ClC1=CC2=C(NC(=N2)C(C(=O)N2CCN(CC2)C)C)C=C1Cl 5,6-dichloro-1H-1,3-benzodiazol-2-yl-1-(4-methylpiperazin-1-yl)propan-1-one